C(C)(C)(C)OC([C@@H](CCC(=O)O)N1CCN(CCN(CCN(CC1)CC(OC(C)(C)C)=O)CC(OC(C)(C)C)=O)CC(=O)OC(C)(C)C)=O (R)-5-(tert-butoxy)-5-oxo-4-(4,7,10-tris(2-(tert-butoxy)-2-oxoethyl)-1,4,7,10-tetraazacyclododecan-1-yl)pentanoic acid